Tert-butyl (S)-4-((3-chloro-2,4-difluorophenyl)(methyl)carbamoyl)-2-oxo-3-(4-(trifluoromethyl)-6,7-dihydro-5H-cyclopenta[b]pyridin-2-yl)imidazolidine-1-carboxylate ClC=1C(=C(C=CC1F)N(C(=O)[C@H]1N(C(N(C1)C(=O)OC(C)(C)C)=O)C1=CC(=C2C(=N1)CCC2)C(F)(F)F)C)F